S1C=C(C=C1)COC=1C=C(C=CC1)/C=C/C(=O)N1CC=CCC1 (E)-1-(3-(3-(thiophen-3-ylmethoxy)phenyl)acryloyl)-5,6-dihydropyridin